2-(2-(2-isopropylphenyl)-3-oxopiperazin-1-yl)-7-azaspiro[3.5]Nonane-7-carboxylic acid tert-butyl ester C(C)(C)(C)OC(=O)N1CCC2(CC(C2)N2C(C(NCC2)=O)C2=C(C=CC=C2)C(C)C)CC1